(R)-3-bromo-2-hydroxy-4-((1-hydroxy-2-methyl-4-oxo-6-propoxycyclohexa-2,5-diene-1-carbonyl)oxy)-5,6-dimethylbenzoic acid BrC=1C(=C(C(=O)O)C(=C(C1OC(=O)[C@]1(C(=CC(C=C1OCCC)=O)C)O)C)C)O